5-((Tert-Butoxycarbonyl)amino)-1-methyl-1H-pyrazole-3-carboxylic acid ethyl ester C(C)OC(=O)C1=NN(C(=C1)NC(=O)OC(C)(C)C)C